[Cl-].O[Si](CCC[N+](CCCCCCCCCCCCCCCCCC)(C)C)(O)O 3-(trihydroxy)silylpropyl-dimethyl-octadecyl-ammonium chloride